ethoxyethyl sulfate S(=O)(=O)(OCCOCC)[O-]